OC1=NC=C(C=N1)C=1SC(=CN1)CNC(=O)C1=CC2=C(OC3=C(C(N2)=O)C=CC=C3)C=C1 N-((2-(2-hydroxypyrimidin-5-yl)thiazol-5-yl)methyl)-11-oxo-10,11-dihydrodibenzo[b,f][1,4]oxazepine-8-carboxamide